[Si](C)(C)(C(C)(C)C)OC[C@]1([C@](C1)(F)CO)C |r| racemic-((1S,2S)-2-(((tert-butyldimethylsilyl)oxy)methyl)-1-fluoro-2-methylcyclopropyl)methanol